(S)-N-(2-(dimethylamino)ethyl)-1-(2-(p-tolyl)-2H-pyrazolo[3,4-d]pyridazin-7-yl)piperidine-3-carboxamide CN(CCNC(=O)[C@@H]1CN(CCC1)C1=NN=CC=2C1=NN(C2)C2=CC=C(C=C2)C)C